CC1=CC=C(C=C1)S(=O)(=O)[O-].[NH+]1=CC=CC=C1 Pyridinium toluene-4-sulphonate